Cl.N1=CN=C(C2=C1NC=C2)N2CCSC(=C2)C(=O)N2C[C@H](CCC2)NC (S)-(4-(7H-pyrrolo[2,3-d]pyrimidin-4-yl)-3,4-dihydro-2H-1,4-thiazin-6-yl)(3-(methylamino)piperidin-1-yl)methanone hydrochloride